8-({4-[1-cyclopropyl-4-(trifluoromethyl)imidazol-2-yl]phenyl}methyl)-2-(4-cyclopropyl-6-methoxypyrimidin-5-yl)-6-(4,5-dimethyl-1,2,4-triazol-3-yl)pyrido[2,3-d]pyrimidin-7-one C1(CC1)N1C(=NC(=C1)C(F)(F)F)C1=CC=C(C=C1)CN1C(C(=CC2=C1N=C(N=C2)C=2C(=NC=NC2OC)C2CC2)C2=NN=C(N2C)C)=O